(2,4-dichlorophenyl)-2-methyl-N-(pyridin-3-ylmethyl)propan-1-amine ClC1=C(C=CC(=C1)Cl)C(C(C)C)NCC=1C=NC=CC1